FC(C1=NC=C(C=N1)C1=NN2C(=NC=3C=CC=CC3C2=N1)N[C@H]1C(NCCCC1)=O)(F)F (3R)-3-({2-[2-(trifluoromethyl)pyrimidin-5-yl][1,2,4]triazolo[1,5-c]quinazolin-5-yl}amino)azepan-2-one